C/C=C\\1/CN2CC[C@@]34[C@@H]2C[C@@H]1[C@@H]([C@@H]3N(C5=CC=CC=C45)C(=O)C)CO The molecule is a monoterpenoid indole alkaloid with formula C21H26N2O2, isolated from several species of Strychnos. It has a role as a plant metabolite. It is a monoterpenoid indole alkaloid, a primary alcohol, a tertiary amino compound, an organic heteropentacyclic compound and a member of acetamides.